FC(C1=NN=C(S1)NC(=O)C1=NN2C(C(N(CC2)CC2=C(C=CC=C2)Cl)=O)=C1CCO)F 5-(2-Chlorobenzyl)-3-(2-hydroxyethyl)-4-oxo-4,5,6,7-tetrahydropyrazolo[1,5-a]pyrazine-2-carboxylic acid (5-difluoromethyl[1,3,4]thiadiazol-2-yl)amide